5-chloromethyl-2-(2-fluorophenyl)-1H-imidazole ClCC1=CN=C(N1)C1=C(C=CC=C1)F